N1(C=NC2=C1C=CC=C2)CC2=CC=CC1=CC=CC(=C21)CN2C=NC1=C2C=CC=C1 1,8-bis((1H-benzo[d]imidazol-1-yl)methyl)naphthalene